C(C)N1C(=[N+](C=C1)C)C 1-ethyl-2,3-dimethyl-imidazolium